3-(3-((3,4-difluorobenzyl)oxy)-4-(ethylsulfonamido)phenyl)-5-(pyrazin-2-yl-amino)-1H-pyrazole-4-carboxamide FC=1C=C(COC=2C=C(C=CC2NS(=O)(=O)CC)C2=NNC(=C2C(=O)N)NC2=NC=CN=C2)C=CC1F